OC=1C=CC(=C(C1)NC(=O)C1N(C(CC1)=O)C)OC N-(5-Hydroxy-2-methoxyphenyl)-1-methyl-5-oxo-pyrrolidine-2-carboxamide